[N+](=O)([O-])I.[Na] sodium iodonitrate